1-({3,4-difluoro-2-[(2-fluoro-4-iodophenyl)amino]phenyl}carbonyl)-3-{[(1-ethylpropyl)amino]methyl}azetidin-3-ol acetate salt C(C)(=O)O.FC=1C(=C(C=CC1F)C(=O)N1CC(C1)(O)CNC(CC)CC)NC1=C(C=C(C=C1)I)F